N-[6-(6-chloropyridin-2-yl)-2H,3H,4H-pyrido[3,2-b][1,4]-oxazin-8-yl]pyridin-4-amine ClC1=CC=CC(=N1)C=1C=C(C=2OCCNC2N1)NC1=CC=NC=C1